methyl 2-amino-5-bromo-3-methoxybenzoate NC1=C(C(=O)OC)C=C(C=C1OC)Br